NC1=NNC(C2=C1N(N=C2C(C)(C)F)C2=CC=C(CNC(C1=C(C=CC(=C1)F)OC)=O)C=C2)=O N-(4-(7-amino-3-(2-fluoropropan-2-yl)-4-oxo-4,5-dihydro-1H-pyrazolo[3,4-d]pyridazin-1-yl)benzyl)-5-fluoro-2-methoxybenzamide